ClC=1C=C2C=CNC(C2=CC1)=O 6-Chloroisoquinolin-1(2H)-one